FC(N1N=C(N=N1)[C@H](N1CCN(CC1)C(=O)C1=NC=CC(=C1)C=1OC2=C(N1)C=C(C=C2)C=2C=NN(C2)CC)C2=CC=CC=C2)F |r| (R/S)-(4-((2-(difluoromethyl)-2H-tetrazol-5-yl)(phenyl)methyl)piperazin-1-yl)(4-(5-(1-ethyl-1H-pyrazol-4-yl)benzo[d]oxazol-2-yl)pyridin-2-yl)methanone